N1=CC=C(C=C1)CP(O)(O)=O (pyridin-4-ylmethyl)phosphonic acid